3-Amino-5-(cyclopropylmethyl)-1-methyl-1,5-dihydro-4H-pyrrolo[3,2-e]pyridin-4-one hydrochloride Cl.NC1=CN(C2=C1C(C(C=N2)CC2CC2)=O)C